FC(C1=NN(C(=C1)O)C1=CC=CC=C1)(F)F 3-trifluoromethyl-1-phenyl-1H-pyrazol-5-ol